C(CCCC1CO1)[Si](C1=CC=C(C=C1)[Si](C)(C)CCCCC1CO1)(C)C 1,4-bis[(5,6-epoxyhexyl)dimethylsilyl]benzene